FC=1C(=C(C=CC1)N[C@H](C)C=1C=C(C=C2C(N(C(=NC12)N1CCOCC1)C)=O)C)CO (R)-8-(1-((3-fluoro-2-(hydroxymethyl)phenyl)amino)ethyl)-3,6-dimethyl-2-morpholinoquinazolin-4(3H)-one